BrN[C@@H](CC1=CNC=N1)C(=O)O bromohistidine